(S)-(7,8-dihydro-6H-quinolin) N1=CC=CC=2CCCCC12